CC/C=C\\C/C=C\\C[C@@H](/C=C\\C=C\\C=C\\[C@@H](CCCCCC(=O)[O-])O)O The molecule is a docosanoid anion that is the conjugate base of (7R,14S)-dihydroxy-(8E,10E,12Z,16Z,19Z)-docosapentaenoic acid, obtained by deprotonation of the carboxy group; major species at pH 7.3. It is a docosanoid anion, a hydroxy polyunsaturated fatty acid anion and a long-chain fatty acid anion. It is a conjugate base of a (7R,14S)-dihydroxy-(8E,10E,12Z,16Z,19Z)-docosapentaenoic acid.